O1C(OCC1)C1CCN(CC1)C=1C=CC(=NC1)C1C(NC(CC1)=O)=O 3-(5-(4-(1,3-dioxolan-2-yl)-1-piperidyl)-2-pyridyl)piperidine-2,6-dione